3,5-dibromo-1-[4-(trifluoromethoxy)phenyl]pyrazole BrC1=NN(C(=C1)Br)C1=CC=C(C=C1)OC(F)(F)F